2-{[3-(1H-Indol-3-yl)piperidin-1-yl]methyl}phenol N1C=C(C2=CC=CC=C12)C1CN(CCC1)CC1=C(C=CC=C1)O